(E)-3,5-bis(trifluoromethyl)benzamide FC(C=1C=C(C(=O)N)C=C(C1)C(F)(F)F)(F)F